CN1CC2=CC=C(C=C2C1(C)C)CO (2,3,3-trimethylisoindolin-5-yl)methanol